C(C(C)C)ON=O nitrous acid Isobutyl ester